(3S,4R,5S)-1,3,4,5,6-Pentahydroxyhexan OCC[C@@H]([C@H]([C@H](CO)O)O)O